O1CC(CC2=C1C=CC=C2)N2C(NC1=C2C=CC=C1)=O 1-(Dihydrobenzopyran-3-yl)-1H-benzo[d]imidazol-2(3H)-one